NC(C)(C)CS(=O)(=O)OC=CC.[Na] sodium propenyl dimethyltaurate